NC1=C(C(=NN1C(C(F)(F)F)C)C1=CC=C(C=N1)C(C(=O)O)C)C#N 2-(6-[5-amino-4-cyano-1-[1,1,1-trifluoropropan-2-yl]pyrazol-3-yl]pyridin-3-yl)propanoic acid